[K].C1CCC2=C(C=3CCCC3C=C12)NC(=O)NS(=O)(=O)C1C[C@H]2CC[C@@H](C1)N2C(C)C |o1:22,25| (1R*,3R*,5S*)-N-((1,2,3,5,6,7-Hexahydro-s-indacen-4-yl)carbamoyl)-8-isopropyl-8-azabicyclo[3.2.1]octane-3-sulfonamide, Potassium Salt